bis(4-dimethylaminophenyl-di-tert-butylphosphine) palladium dichloride [Pd](Cl)Cl.CN(C1=CC=C(C=C1)P(C(C)(C)C)C(C)(C)C)C.CN(C1=CC=C(C=C1)P(C(C)(C)C)C(C)(C)C)C